diethylene glycol sulfate S(=O)(=O)(O)OCCOCCO